7-[5-(6-methyl-1,6-diazaspiro[3.5]nonan-1-yl) [1,3]thiazolo[5,4-d][1,3]thiazol-2-yl]-4-(1H-pyrazol-4-yl)-1H-pyrrolo[2,3-c]pyridineformate CN1CC2(CCN2C=2SC3=C(N2)SC(=N3)C=3N=CC(=C2C3NC(=C2)C(=O)[O-])C=2C=NNC2)CCC1